C1(=CC=CC=C1)S(=O)(=O)OCCO.[Na] sodium β-hydroxyethyl benzenesulfonate